ClC1=C(C(=CC(=C1)Cl)Cl)[N+]#[C-] 2,4,6-TRICHLOROPHENYLISOCYANIDE